F[P-](F)(F)(F)(F)F.C(CCC(C)C)[N+]1=CC=CC=C1 i-hexylpyridinium hexafluorophosphate